[4-(4-amino-7-methylpyrrolo[2,1-f][1,2,4]triazin-5-yl)phenyl]-2-oxo-1-phenyl-1,2-dihydropyridine-3-carboxamide NC1=NC=NN2C1=C(C=C2C)C2=CC=C(C=C2)C2=C(C(N(C=C2)C2=CC=CC=C2)=O)C(=O)N